N-[2-cyano-3-(2,3-dihydro-1-benzofuran-6-yl)phenyl]-5-{[(2-hydroxyethyl)amino]methyl}pyridine-2-carboxamide C(#N)C1=C(C=CC=C1C1=CC2=C(CCO2)C=C1)NC(=O)C1=NC=C(C=C1)CNCCO